C1=CC=CC=2CC3=CC=CC=C3C3(C12)C1=CC=CC=C1NC=1C=CC=CC13 10'H-spiro[acridine-9,9'-anthracene]